(E)-4-methyl-3-(3-(p-tolyl)acryloyl)-1,5-naphthyridin-2(1H)-one CC1=C(C(NC2=CC=CN=C12)=O)C(\C=C\C1=CC=C(C=C1)C)=O